5'-O-(4,4'-dimethoxytrityl)-N2-isobutyryldeoxyguanosine COC1=CC=C(C(C2=CC=C(C=C2)OC)(C2=CC=CC=C2)OC[C@@H]2[C@H](C[C@@H](O2)N2C=NC=3C(=O)NC(NC(C(C)C)=O)=NC23)O)C=C1